FC(C(F)(F)F)(O[Si](OC(C(F)(F)F)(F)F)(OC(C(F)(F)F)(F)F)C(C(C(C(C(C(C(C(C(C(C(C(C(C(C(C(C(C(F)(F)F)(F)F)(F)F)(F)F)(F)F)(F)F)(F)F)(F)F)(F)F)(F)F)(F)F)(F)F)(F)F)(F)F)(F)F)(F)F)(F)F)(F)F)F perfluorooctadecyl-triethoxysilane